NC1=C(C(=O)NC2CCC(CC2)O)C=C(C=N1)C1=CC=C(C=C1)C12CN(CC2C1)C1CCOCC1 2-amino-N-(4-hydroxycyclohexyl)-5-(4-(3-(tetrahydro-2H-pyran-4-yl)-3-azabicyclo[3.1.0]hex-1-yl)phenyl)nicotinamide